F[C@@H]1CN(CC[C@H]1N1N=CC(=C1)NC(=O)C1=NNC=2C[C@@](CCC12)(C)COC)C(=O)OC(C)(C)C tert-butyl (3R,4R)-3-fluoro-4-(4-((S)-6-(methoxymethyl)-6-methyl-4,5,6,7-tetrahydro-1H-indazole-3-carboxamido)-1H-pyrazol-1-yl)piperidine-1-carboxylate